ClC1=C(C=C(C=N1)NC(OC(C)(C)C)=O)C(F)(F)F tert-Butyl (6-chloro-5-(trifluoromethyl)pyridin-3-yl)carbamate